FC(C(=O)NC1=CC(=C(C(=C1)C)C(C=1C=C2C(=NNC2=CC1)CCCCC)O)C)(F)F 2,2,2-trifluoro-N-(4-(hydroxy(3-pentyl-1H-indazol-5-yl)methyl)-3,5-dimethylphenyl)acetamide